O=C1NC(CCC1C1=C(C=C(C=C1F)N1[C@@H](CN(CC1)C1=NC=C(C=N1)C=O)C)F)=O 2-((3R)-4-(4-(2,6-dioxopiperidin-3-yl)-3,5-difluorophenyl)-3-methylpiperazin-1-yl)pyrimidine-5-carbaldehyde